methyl-1-(2-chloro-5-methylpyrimidin-4-yl)-1H-pyrazole-4-carboxylate COC(=O)C=1C=NN(C1)C1=NC(=NC=C1C)Cl